2-({[4-Cyclopropoxy-2-(trifluoromethyl)pyridine-3-yl]methyl}sulfanyl)-3H,5H,6H,7H-cyclopenta[d]pyrimidin-4-one C1(CC1)OC1=C(C(=NC=C1)C(F)(F)F)CSC=1NC(C2=C(N1)CCC2)=O